Pyridine-5-carboxamide trifluoroacetate salt FC(C(=O)O)(F)F.N1=CC=CC(=C1)C(=O)N